SCCC(CCO)CCCCCC 3-(2-mercaptoethyl)-1-nonanol